N-(2-amino-4-((4-(trifluoromethyl)benzyl)oxy)phenyl)cyclohexanesulfonamide NC1=C(C=CC(=C1)OCC1=CC=C(C=C1)C(F)(F)F)NS(=O)(=O)C1CCCCC1